FC(OC=1C=C(CCC2=CC=C(CN3CC(C3)C(=O)O)C=C2)C=CC1)F 1-(4-(3-(difluoromethoxy)phenethyl)benzyl)azetidine-3-carboxylic acid